CC=1C=C(C=C2C=NNC12)NC1=NC(=CC=C1N)C(F)(F)F N2-(7-Methyl-1H-indazol-5-yl)-6-(trifluoromethyl)pyridine-2,3-diamine